C(=O)O.BrC1=CC(=CN1)C(=O)OC methyl 5-bromo-3-pyrrolate formate